C(C)OC(=O)C=1SC=C(N1)CC1=CC=NC=C1 4-(pyridin-4-ylmethyl)thiazole-2-carboxylic acid ethyl ester